methyl N-acetyl-5-(1,3-dioxo-1,3-dihydro-2H-isoindol-2-yl)-2-(2H-tetrazol-5-yl)norvalinate C(C)(=O)N[C@@](CCCN1C(C2=CC=CC=C2C1=O)=O)(C(=O)OC)C=1N=NNN1